1-(2,2-difluoroethyl)-5-methyl-1H-pyrazol FC(CN1N=CC=C1C)F